Cl.COC=1C=C2C=C(C=NC2=CC1)N([C@@H]1CNCC1)C (S)-6-methoxy-N-methyl-N-(pyrrolidin-3-yl)quinolin-3-amine hydrochloride